diethoxyimidazole C(C)OC1=C(N=CN1)OCC